3-(trans-4-(2-(8-isopropoxy-3,4-dihydrobenzofuro[2,3-c]pyridin-2(1H)-yl)ethyl)cyclohexyl)-1,1-dimethylurea C(C)(C)OC1=CC=CC2=C1OC=1CN(CCC12)CC[C@@H]1CC[C@H](CC1)NC(N(C)C)=O